Valeryloxymethyl chloride C(CCCC)(=O)OCCl